C(CCCCCCC)OCCCCCCNCC#C 6-(octoxy)-N-(prop-2-yn-1-yl)hexane-1-amine